ClC=1C=C(C=C2C=CC(=NC12)N(C1=NC=CC(=C1)C(F)(F)F)CCCN1CCOCC1)OCCN1CCOCC1 8-Chloro-6-(2-morpholinoethoxy)-N-(3-morpholinopropyl)-N-(4-(trifluoromethyl)pyridin-2-yl)chinolin-2-amin